2-(2-(4-(3-azidopropyl)piperazin-1-yl)quinazolin-4-yl)acetamide N(=[N+]=[N-])CCCN1CCN(CC1)C1=NC2=CC=CC=C2C(=N1)CC(=O)N